C(C)(C)(C)C1=CC2=C(C3=CC=CC=C3C(=C2C=C1)OCC1=CC2=CC=CC=C2C=C1)OCC1=CC2=CC=CC=C2C=C1 2-(t-butyl)-9,10-bis(2-naphthylmethoxy)anthracene